ClC=1C=C(C=C(C1)C=1N(N=C2C(N(CCC21)C(C2=C(C(=CC(=C2)F)CCC=2N=NNC2)Cl)=O)C)C)C2(CC2)NS(=O)(=O)C N-[1-[3-chloro-5-[6-[2-chloro-5-fluoro-3-[2-(1H-triazol-4-yl)ethyl]benzoyl]-2,7-dimethyl-5,7-dihydro-4H-pyrazolo[3,4-c]pyridin-3-yl]phenyl]cyclopropyl]methanesulfonamide